6,6-dimethyl-2-(2-((1-((1-methyl-1H-pyrazol-4-yl)sulfonyl)piperidin-4-yl)amino)-5-(trifluoromethyl)pyrimidin-4-yl)-5,6-dihydro-4H-thieno[2,3-c]pyrrol-4-one CC1(NC(C2=C1SC(=C2)C2=NC(=NC=C2C(F)(F)F)NC2CCN(CC2)S(=O)(=O)C=2C=NN(C2)C)=O)C